(R,E)-(3,4,7,8-tetrahydro-2H-oxocin-2-yl)methanol O1[C@H](CC\C=C\CC1)CO